ClC=1C=C2C(=CC1)NC(C21CCN(CC1)CC=1C=NN(C1)CCS(=O)(=O)C)=O 5-chloro-1'-[[1-(2-methylsulfonylethyl)pyrazol-4-yl]methyl]spiro[indoline-3,4'-piperidine]-2-one